ClC=1C=C(C=CC1Cl)C(=O)N1[C@H]2CN([C@@H](C1)C2)C2=CC=CC=C2 (3,4-Dichlorophenyl)((1R,4R)-5-phenyl-2,5-diazabicyclo[2.2.1]heptan-2-yl)methanone